Dihydro-4H-naphthol C1(CCCC2=CC=CC=C12)O